FC1=C(C=CC=C1)C=1N(N=C2C1N=CN(C2=O)CC2(CCN(CC2)C(C[C@@H](C)C2=CC=CC=C2)=O)O)C 3-(2-Fluorophenyl)-6-((4-hydroxy-1-((R)-3-phenylbutanoyl)piperidin-4-yl)methyl)-2-methyl-2H-pyrazolo[4,3-d]pyrimidin-7(6H)-one